C(C\C=C/CC)OC(C#N)C (cis-3-hexenyloxy)-propionitrile